6-methoxy-3-((8-methoxy-2-(6-methoxy-2-methylpyridin-3-yl)-2,3-dihydrobenzo[b][1,4]dioxin-6-yl)methyl)-3H-imidazo[4,5-b]pyridine COC=1C=C2C(=NC1)N(C=N2)CC2=CC1=C(OC(CO1)C=1C(=NC(=CC1)OC)C)C(=C2)OC